C(C)(=O)C1=C(NC2=C(C=CC(=C2C1=O)Cl)Br)SC1=CC=C(C=C1)Br 3-acetyl-8-bromo-2-((4-bromophenyl)thio)-5-chloroquinolin-4(1H)-one